tert-butyl N-[[4-[2-(4-hydroxybutyl)pyrazolo[3,4-b]pyridin-4-yl]-2-methyl-phenyl]methyl]carbamate OCCCCN1N=C2N=CC=C(C2=C1)C1=CC(=C(C=C1)CNC(OC(C)(C)C)=O)C